C1(CC1)C1(NC2=CC=CC=C2C(=N1)NC(C)C1=CC=CC=C1)N 2-Cyclopropyl-N4-(1-phenylethyl)quinazoline-2,4-diamine